BrC1(C(=NC2=CC=CC=C12)SC1=C(C=CC=C1)[N+](=O)[O-])C 3-bromo-3-methyl-2-(2-nitrophenylmercapto)-3H-indole